ClC=1C=CC2=C(NC3=C(CC2)C=CC=C3)C1 3-chloro-10,11-dihydro-dibenzo[b,f]azepin